O1C(OCCC1)C=1C=C(C(=O)OCC)C=CC1\C=C\C(=O)OCC (E)-ethyl 3-(1,3-dioxan-2-yl)-4-(3-ethoxy-3-oxoprop-1-enyl)benzoate